meta-aminoacetanilide NC=1C=C(NC(C)=O)C=CC1